C(C)(C)(C)OC(=O)N1C[C@H](CC1)[C@@H](C(=O)OC(C)(C)C)CC1=CC(=CC=C1)CON (R)-3-((S)-3-(3-((aminooxy)methyl)phenyl)-1-(tert-butoxy)-1-oxopropan-2-yl)pyrrolidine-1-carboxylic acid tert-butyl ester